C1=NC(=C2C(=N1)N(C=N2)[C@H]3[C@@H]([C@@H]([C@H](O3)COP(=O)([O-])OP(=O)([O-])OP(=O)([O-])[O-])O)O)N The molecule is a nucleoside triphosphate(4-) obtained by global deprotonation of the triphosphate OH groups of ATP; major species present at pH 7.3. It has a role as a human metabolite, a fundamental metabolite and a cofactor. It is a conjugate base of an ATP(3-).